C(C)(C)(C)OC(=O)N1CC2(C1)OC[C@H](C2)N2CCC(CC2)C2=C(C=CC=C2)O (S)-7-(4-(2-hydroxyphenyl)piperidin-1-yl)-5-oxa-2-azaspiro[3.4]octane-2-carboxylic acid tert-butyl ester